NC1=NC=CC(=C1)Br 2-amino-4-bromopyridine